C1(=CCCCC1)N1C2=C(C3=CC=CC=C13)C1=C(O2)C(C2=CC=CC=C2C1=O)=O 5-cyclohexenyl-5H-naphtho[2',3':4,5]furo[2,3-b]indole-7,12-dione